CN1C(C2=C(CC1)NNC2=O)=O 5-methyl-1,2,6,7-tetrahydropyrazolo[4,3-c]pyridine-3,4-quinone